ClC=1C=C(C=CC1C=1SC=C(C1)C1=CC(=NC=C1)CC1(CCC1)F)C(=O)N1CCC(CC1)O (3-chloro-4-(4-(2-((1-fluorocyclobutyl)methyl)pyridin-4-yl)thiophen-2-yl)phenyl)(4-hydroxypiperidin-1-yl)methanone